ClC1=C(C=CC(=C1)C(F)(F)F)NC(CN1C=2N(C(C(=C1CC)N1CCNCC1)=O)N=C(N2)C2=CC1=C(CCO1)C=C2)=O N-(2-Chloro-4-(trifluoromethyl)phenyl)-2-(2-(2,3-dihydrobenzofuran-6-yl)-5-ethyl-7-oxo-6-(piperazin-1-yl)-[1,2,4]triazolo[1,5-a]pyrimidin-4(7H)-yl)acetamide